N-[(1-benzyl-3,3-difluorocyclobutyl)methyl]-6-oxo-1H-pyrazine-2-carboxamide C(C1=CC=CC=C1)C1(CC(C1)(F)F)CNC(=O)C=1NC(C=NC1)=O